2,2,2-trifluoro-1-(2-(4-(((R)-1-methoxypropan-2-yl)oxy)benzyl)azepan-1-yl)ethan-1-one FC(C(=O)N1C(CCCCC1)CC1=CC=C(C=C1)O[C@@H](COC)C)(F)F